CSC=1N=CC2=C(N1)C(=NC=C2)N 2-methylsulfanylpyrido[3,4-d]pyrimidin-8-amine